(Z)-N-(1-(1H-tetrazol-5-yl)prop-1-en-2-yl)carboxamide N1N=NN=C1\C=C(\C)/NC=O